C(C1=CC=CC=C1)(=O)N([C@@H](C(=O)O)C(C)C)C(=O)OC (R)-2-[benzoyl-(methoxycarbonyl)amino]-3-methylbutyric acid